CC(CC)OC1=NC=CC(=C1)C=1C(=CC(=C(C1)NC(=O)C1=CNC(C=C1C(F)(F)F)=O)N1C[C@H](N([C@H](C1)C)C)C)F |r| N-[5-(2-butan-2-yloxypyridin-4-yl)-4-fluoro-2-[rac-(3R,5S)-3,4,5-trimethylpiperazin-1-yl]phenyl]-6-oxo-4-(trifluoromethyl)-1H-pyridine-3-carboxamide